ClC1=CC(N(S1)C)=O 5-Chloro-2-methyl-isothiazol-3(2H)-one